C(C1=CC=CC=C1)OC1=CC=C(C2=C1N=C(O2)N2CC1N(C(C2)C1)C(=O)OC(C)(C)C)N1N=CC=C1 tert-Butyl 3-(4-(benzyloxyl)-7-(1H-pyrazol-1-yl)benzo[d]oxazol-2-yl)-3,6-diazabicyclo[3.1.1]heptane-6-carboxylate